trans-4-((4-(2-Cyclopropyloxazol-4-yl)pyridin-2-yl)-((trans-4-(5-methoxy-6-methylpyridin-2-yl)cyclohexyl)meth-yl)carbamoyl)cyclohexyl (2-hydroxy-propyl)carbamate OC(CNC(O[C@@H]1CC[C@H](CC1)C(N(C[C@@H]1CC[C@H](CC1)C1=NC(=C(C=C1)OC)C)C1=NC=CC(=C1)C=1N=C(OC1)C1CC1)=O)=O)C